CC1=C(C=C(C(=O)NCC2=NC=C3C=CC(=NC3=C2)C2=NC(=CC=C2)N2CC(NC3(CC3)C2)=O)C=C1)S(=O)(=O)C 4-methyl-3-(methylsulfonyl)-N-((2-(6-(5-oxo-4,7-diazaspiro[2.5]octan-7-yl)pyridin-2-yl)-1,6-naphthyridin-7-yl)methyl)benzamide